(2R,5S,12R,14Z)-12-cyclohexyl-2-[2-(3,4-dimethoxyphenyl)ethyl]-3,17-dioxa-10-azatricyclo[16.3.1.05,10]docosa-1(22),14,18,20-tetraene-4,11-dione C1(CCCCC1)[C@@H]1C(N2CCCC[C@H]2C(O[C@@H](C=2C=CC=C(OC\C=C/C1)C2)CCC2=CC(=C(C=C2)OC)OC)=O)=O